C(CCC)C1=NC=2C(=C(N=NC2N)C2CCCC2)N1CC1=CC=C(C=C1)OC 2-butyl-7-cyclopentyl-1-(4-methoxybenzyl)-1H-imidazo[4,5-d]pyridazin-4-amine